R-(1-methylpyrrolidin-3-yl)methylamine CN1C[C@H](CC1)CN